ClC=1C(=C2CN(CC2=CC1)C(C1=C(C=C(C(=C1)Cl)OC)O)=O)N(C(\C=C\CN(C)C)=O)C (E)-N-(5-Chloro-2-(5-chloro-2-hydroxy-4-methoxybenzoyl)isoindolin-4-yl)-4-(dimethyl-amino)-N-methylbut-2-enamide